3-Iodo-L-tyrosine IC=1C=C(C[C@H](N)C(=O)O)C=CC1O